BrCCOC1=CC2=C(C=C1)C1(COC1)OC2=O 5-(2-bromoethoxy)-3H-spiro[2-benzofuran-1,3'-oxetan]-3-one